[N+](=O)([O-])C1=C(C=CC(=C1)C(F)(F)F)C12CNCC(CC1)O2 (2-nitro-4-(trifluoromethyl)phenyl)-8-oxa-3-azabicyclo[3.2.1]octane